5,6-difluoroisoindoline-1,3-dione FC=1C=C2C(NC(C2=CC1F)=O)=O